[N+](#[C-])C1=C(N(C2=CC=CC=C2)C)C=CC=C1C 2-isocyano-N,3-dimethyl-N-phenylaniline